C1(CC1)C1=C(C(=NO1)C1=C(C=CC=C1Cl)Cl)CO[C@@H]1[C@@H]2C(N[C@H](C1)C2)=O (1S,4R,5S)-5-[[5-cyclopropyl-3-(2,6-dichlorophenyl)-1,2-oxazol-4-yl]methoxy]-2-azabicyclo[2.2.1]heptan-3-one